2-(9-acetamidononanamido)-N-(4,5-dimethylthiazol-2-yl)benzamide C(C)(=O)NCCCCCCCCC(=O)NC1=C(C(=O)NC=2SC(=C(N2)C)C)C=CC=C1